S(C)(=O)(=O)OCCC(C)(C)C1=C(C=CC=C1)OC 3-(2-methoxyphenyl)-3-methylbutyl mesylate